(R)-1,1-difluoro-N-(2-(1-(4-fluorophenyl)ethoxy)-4-(4,4,5,5-tetramethyl-1,3,2-dioxaborolan-2-yl)phenyl)methanesulfonamide FC(S(=O)(=O)NC1=C(C=C(C=C1)B1OC(C(O1)(C)C)(C)C)O[C@H](C)C1=CC=C(C=C1)F)F